NC1=C(C(=C(C(=C1C(=O)O)N)C(=O)O)N)C(=O)O 2,4,6-triaminobenzene-1,3,5-tricarboxylic acid